Br.CC1=C(C(NC(=C1)C)=O)CNC(=O)C=1C=C(C=C(C1C)N(C1CCOCC1)CC)C1=CC=C(C=C1)CN1CCOCC1 N-((4,6-dimethyl-2-oxo-1,2-dihydropyridin-3-yl)methyl)-5-(ethyl-(tetrahydro-2H-pyran-4-yl)amino)-4-methyl-4'-(morpholinomethyl)-[1,1'-biphenyl]-3-carboxamide hydrobromide